O[C@H]1[C@H](CCC1)NC1=C(C(OC(=C1)C(=O)NC=1SC(=NN1)N1N=CC=C1C)=O)OC 4-(((1S,2R)-2-hydroxycyclopentyl)amino)-3-methoxy-N-(5-(5-methyl-1H-pyrazol-1-yl)-1,3,4-thiadiazol-2-yl)-2-oxo-2H-pyran-6-carboxamide